Azolo[3,4-d]pyrimidine-4-carbonitrile N1C=NC(=C2C1=CN=C2)C#N